ethyl 3,3-dimethylhexanoate CC(CC(=O)OCC)(CCC)C